C12COCC(C=CC1)N2C(=O)O 3-oxa-9-azabicyclo[3.3.1]Non-6-ene-9-carboxylic acid